O=C(CCCNC(OC(C)(C)C)=O)NCCC=O tert-butyl (4-oxo-4-((3-oxopropyl)amino)butyl)carbamate